ClC=1C=C(C=O)C=C(C1)Cl 3,5-dichlorobenzaldehyde